COC(=O)C=1C(=CC(=CC1)C#N)C1=C(C=CC=C1)C#N.NC=1C(=NC(=C(N1)C1=CC=C(C=C1)F)C1=CC(=NC(=C1)C)C)C(=O)NCC1=C(C=C(C=C1)F)OC 3-amino-6-(2,6-dimethylpyridin-4-yl)-N-(4-fluoro-2-methoxybenzyl)-5-(4-fluorophenyl)pyrazine-2-carboxamide methyl-2',5-dicyano-[1,1'-biphenyl]-2-carboxylate